(2S,3R)-3-(3,4-dihydroxyphenyl)-2-amino-3-hydroxypropionic acid OC=1C=C(C=CC1O)[C@H]([C@@H](C(=O)O)N)O